Tert-butyl 4-cyano-1-(hydroxymethyl)-2-azabicyclo[2.1.1]hexane-2-carboxylate C(#N)C12CN(C(C1)(C2)CO)C(=O)OC(C)(C)C